5-Fluoro-6-(2-methoxyethoxy)-3-(3-{5-[3-(morpholin-4-yl)azetidin-1-carbonyl]pyridin-2-yl}-1,2-oxazol-5-yl)-1H-indazol FC=1C=C2C(=NNC2=CC1OCCOC)C1=CC(=NO1)C1=NC=C(C=C1)C(=O)N1CC(C1)N1CCOCC1